ethyl 3-(5-chloro-2-methylphenyl)-3-(4-isopropylpiperazin-1-yl)propanoate ClC=1C=CC(=C(C1)C(CC(=O)OCC)N1CCN(CC1)C(C)C)C